methyl (1S,3S)-1-((((1s,4R)-4-(3-hydroxyphenyl)cyclohexyl)oxy)methyl)-3-(methylsulfonamido)cyclopentane-1-carboxylate OC=1C=C(C=CC1)C1CCC(CC1)OC[C@]1(C[C@H](CC1)NS(=O)(=O)C)C(=O)OC